C(CCCCCCC)(=O)OCCCCC(CC(CCCCCCCC)CCCCCCCC)OC(=O)OCCCN(C)C 5-(((3-(dimethylamino) propoxy) carbonyl) oxy)-7-octylpentadecyl octanoate